3-(1-(2-morpholinoethyl)-1H-pyrazol-4-yl)-7,8-dihydro-1,6-naphthyridin O1CCN(CC1)CCN1N=CC(=C1)C=1C=NC=2CCN=CC2C1